3-fluoro-4-(hydroxymethyl)benzenesulfonamide FC=1C=C(C=CC1CO)S(=O)(=O)N